CC1=C(C=2N(C=C1C=1NC3=CC=C(C=C3C1C(C)C)C1CCC(CC1)NC1COC1)N=CN2)C N-(4-(2-(7,8-Dimethyl-[1,2,4]triazolo[1,5-a]pyridin-6-yl)-3-isopropyl-1H-indol-5-yl)cyclohexyl)oxetan-3-amin